6,7-diethoxy-N-(2-fluoro-4-methanesulfonylphenyl)isoquinolin-1-amine C(C)OC=1C=C2C=CN=C(C2=CC1OCC)NC1=C(C=C(C=C1)S(=O)(=O)C)F